octaisopentenyl-kaempferol C(CC(=C)C)OC1=C(C(=C(C=2OC=3C(=C(C(=C(C3C(C2OCCC(=C)C)=O)OCCC(=C)C)CCC(=C)C)OCCC(=C)C)CCC(=C)C)C=C1)CCC(=C)C)CCC(=C)C